2-(2,3-dihexylcyclopropyl)acetic acid C(CCCCC)C1C(C1CCCCCC)CC(=O)O